1-[4-[5-methyl-3-(trifluoromethyl)pyrazol-1-yl]phenyl]methanamine CC1=CC(=NN1C1=CC=C(C=C1)CN)C(F)(F)F